n-hexadecyl-2-methyl-3-benzyloxypyridin-4-one C(CCCCCCCCCCCCCCC)C=1C(C(C(=NC1)C)OCC1=CC=CC=C1)=O